CN1N=CC(=C1)C=1C(=C(C(=NC1)C1=CC=NN1C1OCCCC1)N)N (1-methyl-1H-pyrazol-4-yl)-2-(1-(tetrahydropyran-2-yl)-1H-pyrazol-5-yl)pyridine-3,4-diamine